2-Hydroxyoctanol OC(CO)CCCCCC